NS(=O)(=O)[O-].[Ni+2].NS(=O)(=O)[O-] Nickel Aminosulfonate